N[C@@H](CO)CC1=CC=CC=C1 (R)-2-amino-3-phenyl-propanol